CN1N=CC(=C1)C1=NN2C(=NC3=C(C=CC=C3C2=N1)C#N)N[C@H]1C(NCCCC1)=O 2-(1-methyl-1H-pyrazol-4-yl)-5-{[(3R)-2-oxoazepan-3-yl]amino}[1,2,4]triazolo[1,5-c]quinazoline-7-carbonitrile